[Cl-].[Cl-].C[N+]1(CC=C(C=C1)C1=CC=[NH+]C=C1)C 1,1-dimethyl-4,4-bipyridylium dichloride